N-[4-(2-chloro-5-fluorophenoxy)-7-ethenyl-1-(oxan-2-yl)-3-(4,5,6,7-tetrachloro-1,3-dioxoisoindol-2-yl)indazol-5-yl]-3-fluoro-5-(trifluoromethyl)benzamide ClC1=C(OC2=C3C(=NN(C3=C(C=C2NC(C2=CC(=CC(=C2)C(F)(F)F)F)=O)C=C)C2OCCCC2)N2C(C3=C(C(=C(C(=C3C2=O)Cl)Cl)Cl)Cl)=O)C=C(C=C1)F